N-(1-(1H-indol-3-yl)hexane-2-yl)-6-morpholinobenzo[b]thiophene-2-carboxamide N1C=C(C2=CC=CC=C12)CC(CCCC)NC(=O)C1=CC2=C(S1)C=C(C=C2)N2CCOCC2